C1(CC1)[C@H](CN)CC1=C(C=C(C=C1F)F)F (R)-2-cyclopropyl-3-(2,4,6-trifluorophenyl)propan-1-amine